Cl.FCN1N=CC(=C1)C1=CC=C2C(=CC=NC2=C1)OC1=CC=C(C=C1)NC(=O)C1(CC1)C(=O)NC1=CC=C(C=C1)F 1-N-[4-[7-[1-(Fluoromethyl)pyrazol-4-yl]quinolin-4-yl]oxyphenyl]-1-N'-(4-fluorophenyl)cyclopropane-1,1-dicarboxamide hydrochloride